9,9'-(2,6-bis(4-(9H-carbazol-9-yl)phenyl)-4-(9-phenyl-9H-carbazol-4-yl)pyridine-3,5-diyl)bis(9H-carbazole-3,6-dicarbonitrile) C1=CC=CC=2C3=CC=CC=C3N(C12)C1=CC=C(C=C1)C1=NC(=C(C(=C1N1C2=CC=C(C=C2C=2C=C(C=CC12)C#N)C#N)C1=CC=CC=2N(C3=CC=CC=C3C12)C1=CC=CC=C1)N1C2=CC=C(C=C2C=2C=C(C=CC12)C#N)C#N)C1=CC=C(C=C1)N1C2=CC=CC=C2C=2C=CC=CC12